C(C)C(CP([O-])([O-])=O)CCCC.[Nd+3].C(C)C(CP([O-])([O-])=O)CCCC.C(C)C(CP([O-])([O-])=O)CCCC.[Nd+3] neodymium (2-ethylhexyl)phosphonate